FC(C1=CC=C2\C(\CCOC2=C1)=C\C(=O)NC1=CC=CC=2CCC(CC12)O)(F)F (E)-2-(7-trifluoromethyl-chroman-4-ylidene)-N-(7-hydroxy-5,6,7,8-tetrahydronaphthalen-1-yl)acetamide